Methyl 4-((2-amino-9-((2R,3S,4S,5R)-4-fluoro-3-hydroxy-5-(hydroxymethyl)tetrahydrofuran-2-yl)-6,8-dioxo-1,6,8,9-tetrahydro-7H-purin-7-yl)methyl)benzoate NC=1NC(C=2N(C(N(C2N1)[C@@H]1O[C@@H]([C@H]([C@H]1O)F)CO)=O)CC1=CC=C(C(=O)OC)C=C1)=O